methyl (S)-2-((tert-butoxycarbonyl)amino)-3-(4-formylphenyl)propanoate C(C)(C)(C)OC(=O)N[C@H](C(=O)OC)CC1=CC=C(C=C1)C=O